N1(CCC1)C=1C=C(C=C(C1)F)C=1C(=NC(=NC1)NC=1C=NN(C1)C)NC=1C=C(C=CC1F)NC(C=C)=O N-(3-((5-(3-(azetidin-1-yl)-5-fluorophenyl)-2-((1-methyl-1H-pyrazol-4-yl)amino)pyrimidin-4-yl)amino)-4-fluorophenyl)acrylamide